N1C(=NC=C1)C(=O)NC(C)C1=CC(=C(C(=O)O)C=C1)C 4-(1-(1H-imidazole-2-carboxamido)ethyl)-2-methylbenzoic acid